CC1=CC=C(C=C1)S(=O)(=O)O.NC/C(/CNC(=O)C1=CC2=C(N=C(O2)CCCC)C=C1)=C\F (E)-N-(2-(aminomethyl)-3-fluoroallyl)-2-butylbenzo[d]oxazole-6-carboxamide 4-methylbenzenesulfonate